3-endo-(8-{2-[[2-(4-fluorophenyl)ethyl]-(2-methanesulfonyl-acetyl)amino]ethyl}-8-aza-bicyclo[3.2.1]oct-3-yl)-benzamide TFA salt OC(=O)C(F)(F)F.FC1=CC=C(C=C1)CCN(CCN1C2CC(CC1CC2)C=2C=C(C(=O)N)C=CC2)C(CS(=O)(=O)C)=O